phenyl (1,2,2,2-tetrafluoro-1-((R or S)-3-(2-(5-fluorothiophen-2-yl)ethyl)-1-(2-(6-methylpyridin-3-yl)propan-2-yl)pyrrolidin-3-yl)ethyl)carbamate FC(C(F)(F)F)([C@]1(CN(CC1)C(C)(C)C=1C=NC(=CC1)C)CCC=1SC(=CC1)F)NC(OC1=CC=CC=C1)=O |o1:6|